C1(CC1)N1C=NNC1=O 4-cyclopropyl-5-oxo-4,5-dihydro-1H-1,2,4-triazole